CS(=O)(=O)C1CN(CCC1)C([C@@H](C)OC1=CC=C2C(=CNC(C2=C1)=O)C1=C(C=CC=C1)C)=O 7-(((2R)-1-(3-(methylsulfonyl)piperidin-1-yl)-1-oxopropan-2-yl)oxy)-4-(o-tolyl)isoquinolin-1(2H)-one